2,3-bis(1-methoxyethoxycarbonyl)-5-norbornene COC(C)OC(=O)C1C2C=CC(C1C(=O)OC(C)OC)C2